BrC=1C=C(C=C(C1)OC(F)(F)F)NC(=O)NC1=C(C=CC=C1)CCO 1-(3-bromo-5-trifluoromethoxyphenyl)-3-[2-(2-hydroxyethyl)phenyl]urea